FC(C(=O)O)(F)F.ClC=1C(=NC=C(C1)C(F)(F)F)OC1CNCC1 3-chloro-2-(pyrrolidin-3-yloxy)-5-(trifluoromethyl)pyridine trifluoroacetate salt